CN(C1=CC=C(C=C1)C#N)C1=NC(=NC(=N1)N(C1=CC=C(C=C1)C#N)C)N(C1=CC=CC=C1)C 2,4-bis(N-methyl-4-cyanoanilino)-6-(N-methylanilino)-1,3,5-triazine